ClC1=CC(=C(C=C1)C1=NC(=CC2=C1N=CN(C2=O)C)N2CC1=CN=CC=C1CC2)F 8-(4-chloro-2-fluoro-phenyl)-6-(3,4-dihydro-1H-2,7-naphthyridin-2-yl)-3-methyl-pyrido[3,4-d]pyrimidin-4-one